5-(2-((5-(5-(difluoromethyl)-1,3,4-oxadiazol-2-yl)pyrimidin-2-yl)methyl)-2H-tetrazol-5-yl)-1-methyl-1H-benzo[d]imidazol-2-amine FC(C1=NN=C(O1)C=1C=NC(=NC1)CN1N=C(N=N1)C1=CC2=C(N(C(=N2)N)C)C=C1)F